CC1=CC(=NC(=C1)C)NC=1SC2=C(N1)C=CC(=C2)C#N 2-((4,6-dimethylpyridin-2-yl)amino)benzo[d]thiazole-6-carbonitrile